[Si](C)(C)(C(C)(C)C)OC1(CC(C1)O)C 3-((tert-butyldimethylsilyl)oxy)-3-methylcyclobutanol